CN(C1=CC(=NC2=CC=CC=C12)C)C1=CC(=C(C=C1)OC)OC N,2-dimethyl-N-(3,4-dimethoxyphenyl)quinolin-4-amine